pyrrole-1-carboxamide N1(C=CC=C1)C(=O)N